The molecule is an organosulfur heterocyclic compound produced by a marine bacterium Alteromonas rava and has been shown to exhibit antibacterial activity against Gram-positive and Gram-negative bacteria. It has a role as an antibacterial agent, an antimicrobial agent, a bacterial metabolite and a marine metabolite. It is an enoate ester, a lactam, a cyclic ether and an organosulfur heterocyclic compound. C[C@H](/C=C/C[C@H]1CO[C@H]([C@@H]([C@@H]1O)O)[C@@H](/C(=C/C(=O)OCCCCCCCC(=O)NC2=C3C(=CSS3)NC2=O)/C)O)C(=O)C